(1SR,2SR,3RS,4RS)-2-(3-bromo-2-fluorophenyl)-3-((E)-3-((tert-butyldimethylsilyl)oxy)-4-methyloct-1-en-6-yn-1-yl)-4-((tetrahydro-2H-pyran-2-yl)oxy)cyclopentanol BrC=1C(=C(C=CC1)[C@H]1[C@H](C[C@H]([C@@H]1\C=C\C(C(CC#CC)C)O[Si](C)(C)C(C)(C)C)OC1OCCCC1)O)F |r|